5-oxotetrahydrofuran-3-carboxylic acid [1-phenyl-5-(3-propylphenyl)-1H-pyrazol-3-yl]amide C1(=CC=CC=C1)N1N=C(C=C1C1=CC(=CC=C1)CCC)NC(=O)C1COC(C1)=O